NC1=C(C=C(C=C1)C(=O)N1CCN(CC1)C)Cl (4-amino-3-chlorophenyl)(4-methylpiperazin-1-yl)methanone